N-(2-(trifluoromethyl)pyridin-4-yl)pyrimidine FC(C1=NC=CC(=C1)N1CN=CC=C1)(F)F